COCOC=1C=C(C2=CC=CC=C2C1)B1OC(C(O1)(C)C)(C)C 2-[3-(methoxymethyloxy)-1-naphthyl]-4,4,5,5-tetramethyl-1,3,2-dioxaborolane